C(CCCC=O)=O pentanedial